5-([1,1'-biphenyl]-4-yl)isoxazole C1(=CC=C(C=C1)C1=CC=NO1)C1=CC=CC=C1